(4,7-bis(2-(tert-butoxy)-2-oxoethyl)-1,4,7-triazacyclononan-1-yl)acetic acid C(C)(C)(C)OC(CN1CCN(CCN(CC1)CC(OC(C)(C)C)=O)CC(=O)O)=O